COC=1C=C2C(=NC=NC2=CC1OC)N1CC2(C1)CCN(CC2)[SH2](=O)C=N [2-(6,7-dimethoxyquinazolin-4-yl)-2,7-diazaspiro[3.5]nonan-7-yl](imino)methyl-λ6-sulfanone